FC1=CC=C(CN2N=C(C3=CC=CC=C23)N)C=C1 1-(4-fluorobenzyl)-1H-indazol-3-amine